FC1=C(C(=CC=C1)OC)C1=CC(=NC=C1C(=O)NC=1SC(=NN1)C1=CC=NC=C1)C 4-(2-fluoro-6-methoxyphenyl)-6-methyl-N-(5-(pyridin-4-yl)-1,3,4-thiadiazol-2-yl)nicotinamide